4-(bis(4-fluorophenyl)methyl)-2,6-diisopropyl-3-nitroaniline FC1=CC=C(C=C1)C(C1=C(C(=C(N)C(=C1)C(C)C)C(C)C)[N+](=O)[O-])C1=CC=C(C=C1)F